OC(C)(C)C=1C=C(OC1C)S(=O)(N)=NC(NC1=C2CCC(C2=CC=2CCCC12)C)=O 4-(2-hydroxypropan-2-yl)-5-methyl-N'-(1-meth-yl-1,2,3,5,6,7-hexahydros-indacen-4-ylcarbamoyl)-furan-2-sulfonimidamide